CC1=CC=C(C=C1)C1=CC=C(C=C1)CCCCC 4-Methyl-4'-pentylbiphenyl